octadec-9-enoic acid (4aS,7aS,12bS)-3-(cyclopropylmethyl)-4a-hydroxy-7-methylene-2,3,4,4a,5,6,7,7a-octahydro-1H-4,12-methanobenzofuro[3,2-E]isoquinolin-9-yl ester C1(CC1)CN1C2[C@@]3(CCC([C@H]4[C@]3(CC1)C1=C(O4)C(=CC=C1C2)OC(CCCCCCCC=CCCCCCCCC)=O)=C)O